C(C)(C)(C)OC(CC1=NN(C(C2=C1N=CC=N2)=O)CC2=NC1=C(N2C(=O)OC(C)(C)C)C=CC=C1)=O tert-butyl 2-((8-(2-(tert-butoxy)-2-oxoethyl)-5-oxopyrazino[2,3-d]pyridazin-6(5H)-yl)methyl)-1H-benzo[d]imidazole-1-carboxylate